ClC=1C(=NC=C(N1)Cl)C 3,5-Dichloro-2-methylpyrazine